N-[3-(3-amino-1H-indazol-5-yl)phenyl]prop-2-enamide NC1=NNC2=CC=C(C=C12)C=1C=C(C=CC1)NC(C=C)=O